NC1=C(C=C(C2=CC=CC=C12)[N+](=O)[O-])\C=C/C(=O)NC(C)C (Z)-3-(1-Amino-4-nitronaphthalen-2-yl)-N-isopropylacrylamide